methyl 2-{[(Z)-{2-chloro-4-fluoro-5-[3-methyl-2,6-dioxo-4-(trifluoromethyl)-3,6-dihydropyrimidin-1(2H)-yl]benzylidene} amino] oxy}propanoate ClC1=C(\C=N/OC(C(=O)OC)C)C=C(C(=C1)F)N1C(N(C(=CC1=O)C(F)(F)F)C)=O